(R/S)-ethyl 2-(4-((2-(3-(3-chloro-4-methoxyphenyl)-3-hydroxyazetidine-1-yl)-5-oxido-6,7-dihydrothieno[3,2-d]pyrimidin-4-yl)amino)phenyl)acetate ClC=1C=C(C=CC1OC)C1(CN(C1)C=1N=C(C2=C(N1)CC[S@]2=O)NC2=CC=C(C=C2)CC(=O)OCC)O |r|